C(C)(=O)OC(F)(F)F.[Li] lithium trifluoromethyl acetate